C(N)(OCC1=CC=C(C=C1)[N+](=O)[O-])=O p-nitrobenzyl carbamate